OC1[C@H](O)[C@@H](O)[C@@H](O)[C@H](O1)CO galactopyranose